OC(=O)C(CCCCCCCC)[2H] capric acid-d